2,2'-bithiophene-5-carbonitrile-5'-methylamine hydroiodic acid salt I.S1C(=CC=C1C#N)C=1SC(=CC1)CN